FC1=C(C(=CC(=C1)F)OCCOC)C1=C2C(=C(N=C1C1=NN3C([C@H](N(C[C@@H]3C)C(=O)OC(C)(C)C)C)=C1)OC)SC=C2F tert-butyl (4R,7S)-2-[4-[2,4-difluoro-6-(2-methoxyethoxy)phenyl]-3-fluoro-7-methoxy-thieno[2,3-c]pyridin-5-yl]-4,7-dimethyl-6,7-dihydro-4H-pyrazolo[1,5-a]pyrazine-5-carboxylate